B(O)(O)CCC=1C(=C(C(=O)O)C(=CC1)OC1CN(C1)C(C[C@H]1CNCC1)=O)O 3-(2-Boronoethyl)-2-hydroxy-6-[(1-{[(3S)-pyrrolidin-3-yl]acetyl}azetidin-3-yl)oxy]benzoic acid